CCCCCCCCCCC(CCC)O Tetradecan-11-ol